2-(2-fluoro-[1,1'-biphenyl]-4-yl)propanamide FC1=C(C=CC(=C1)C(C(=O)N)C)C1=CC=CC=C1